OC1=CC=C2C(=N1)C=CN2CC2=CC=C(C=C2)B(O)O 4-((5-hydroxypyrrolo[3,2-b]pyridin-1-yl)methyl)phenylboronic acid